N1=CC=CC2=CC=CC=C12.N1=CC=CC2=CC=CC=C12.N1=CC=CC2=CC=CC=C12.[Li] lithium triquinoline